tin butyl triethylhexanoate C(C)C(CCCCC(=O)OCCCC)(CC)CC.[Sn]